(E)-4-(hydrazonomethyl)benzene-1,2-diol N(/N)=C\C=1C=C(C(=CC1)O)O